rac-8-(difluoromethoxy)-8'-fluoro-6,7'-bis(trifluoromethyl)-3H-spiro[imidazo[1,2-a]pyridine-2,4'-isochroman] FC(OC=1C=2N(C=C(C1)C(F)(F)F)C[C@]1(COCC3=C(C(=CC=C13)C(F)(F)F)F)N2)F |r|